2-fluoro-azidobenzoic acid FC1=C(C(=O)O)C=CC=C1N=[N+]=[N-]